methyl (4-(2-(3-hydroxy-3-methylbutyl)-5-nitro-2H-indazol-6-yl)benzoyl)glycinate OC(CCN1N=C2C=C(C(=CC2=C1)[N+](=O)[O-])C1=CC=C(C(=O)NCC(=O)OC)C=C1)(C)C